BrC=1C=CC(=NC1)CCN1CCN(CC1)C 1-(2-(5-Bromopyridin-2-yl)ethyl)-4-methylpiperazine